1,3,5-tris(2-thienyl)benzene S1C(=CC=C1)C1=CC(=CC(=C1)C=1SC=CC1)C=1SC=CC1